1-(4-(7-methoxy-1,9-dimethyl-9H-pyrido[3,4-b]indol-6-yl)piperazine-1-yl)propane COC1=C(C=C2C3=C(N(C2=C1)C)C(=NC=C3)C)N3CCN(CC3)CCC